4-((5,8,11-trioxa-2-azatridecan-13-yl)amino)-2-(2,6-dioxopiperidin-3-yl)isoindoline-1,3-dione CNCCOCCOCCOCCNC1=C2C(N(C(C2=CC=C1)=O)C1C(NC(CC1)=O)=O)=O